C(CCCCCCC)=NCCC[Si](OC)(OC)OC 3-(1-octylidene)aminopropyltrimethoxysilane